(2r,3r,4r)-3,4-bis(benzyloxy)-2-((benzyloxy)methyl)piperidine C(C1=CC=CC=C1)O[C@@H]1[C@H](NCC[C@H]1OCC1=CC=CC=C1)COCC1=CC=CC=C1